[N+](=O)([O-])N1N=C2C(=CC=CC2=C1)[N+](=O)[O-] 2,7-dinitroindazole